N1CCC(CC1)O[C@@H]1CC[C@H](CC1)CO trans-[4-(4-piperidyloxy)cyclohexyl]methanol